2-chloro-1,4-butanediol ClC(CO)CCO